(2-(benzo[c][1,2,5]oxadiazol-5-ylmethoxy)-4-((3'-(4-(bis(2-hydroxyethyl)amino)butoxy)-2-fluoro-[1,1'-biphenyl]-3-yl)methoxy)-5-chlorobenzyl)-D-serine ethyl ester C(C)OC([C@H](NCC1=C(C=C(C(=C1)Cl)OCC=1C(=C(C=CC1)C1=CC(=CC=C1)OCCCCN(CCO)CCO)F)OCC1=CC=2C(=NON2)C=C1)CO)=O